1-((4-(5-(3-cyano-4-isopropoxyphenyl)-1,2,4-oxadiazol-3-yl)naphthalen-1-yl)methyl)pyrrolidin-3-sulfonic acid C(#N)C=1C=C(C=CC1OC(C)C)C1=NC(=NO1)C1=CC=C(C2=CC=CC=C12)CN1CC(CC1)S(=O)(=O)O